ClC=1C(=CC(=NC1)NC1CCN(CC1)CC1=CC=C(C=C1)NC1C(NC(CC1)=O)=O)C=1N=C(SC1)NCC1(CCOCC1)C#N 4-(((4-(5-chloro-2-((1-(4-((2,6-dioxopiperidin-3-yl)amino)benzyl)piperidin-4-yl)amino)pyridin-4-yl)thiazol-2-yl)amino)methyl)tetrahydro-2H-pyran-4-carbonitrile